3,3-difluoro-1-methyl-cyclobutan-1-amine hydrochloride Cl.FC1(CC(C1)(N)C)F